OC1=C(C=CC=C1)C1=CC(=CN=N1)N1CCC(CC1)(C(=O)N(C1CCNCC1)C)C1=CC(=NO1)C 1-[6-(2-hydroxyphenyl)pyridazin-4-yl]-N-methyl-4-(3-methyl-1,2-oxazol-5-yl)-N-(piperidin-4-yl)piperidine-4-carboxamide